C(CCC)OC(C)=O Butyl-acetat